OC(C=O)C1=CC=CC=C1 2-hydroxyl-2-phenylethan-1-one